O[C@H]1[C@@H](O[C@@H]([C@H]1O)CO)N1C2=NC=NC(=C2N=C1)NC([C@H](CCC(=O)O)N)=O (S)-5-{9-[(2R,3R,4S,5R)-3,4-Dihydroxy-5-(hydroxymethyl)tetrahydrofur-2-yl]-N-adenineyl}-4-amino-5-oxovaleric acid